C(C)(C)(C)OC(NC=1C(=C2C(=NC1)SC(=N2)C)C=O)=O (7-Formyl-2-methylthiazolo[5,4-b]pyridin-6-yl)carbamic acid tert-butyl ester